(R)-2-((5-(2-(6-((2,2-difluoroethyl)(methyl)amino)-2-methylhexan-3-yl)-2,6-diazaspiro[3.4]octan-6-yl)-1,2,4-triazin-6-yl)oxy)-N-ethyl-5-fluoro-N-isopropylbenzamide FC(CN(CCC[C@H](C(C)C)N1CC2(C1)CN(CC2)C=2N=CN=NC2OC2=C(C(=O)N(C(C)C)CC)C=C(C=C2)F)C)F